1-(4-(3,4-dichlorophenyl)-5-(isopropylsulfanyl)thiazol-2-yl)-3-methyl-4-p-tolyl-1H-pyrazole-5-carboxylic acid ClC=1C=C(C=CC1Cl)C=1N=C(SC1SC(C)C)N1N=C(C(=C1C(=O)O)C1=CC=C(C=C1)C)C